1-Methyl-4-[[(2R)-1-methylpyrrolidin-2-yl]methyl-sulfamoylamino]pyrazole trifluoroacetate FC(C(=O)O)(F)F.CN1N=CC(=C1)N(S(N)(=O)=O)C[C@@H]1N(CCC1)C